2-((S)-1-(1-(5-propylpyrimidin-2-yl)piperidin-4-yl)ethoxy)-6-(2-methoxypyridin-4-yl)imidazo[2,1-b][1,3,4]thiadiazol C(CC)C=1C=NC(=NC1)N1CCC(CC1)[C@H](C)OC1=NN2C(S1)=NC(=C2)C2=CC(=NC=C2)OC